tert-butyl 6-acetyl-5-methoxy-1H-indole-1-carboxylate C(C)(=O)C1=C(C=C2C=CN(C2=C1)C(=O)OC(C)(C)C)OC